O1C(OCC1)C1=CC(=C(C=C1)C=1C=2N(C(=NC1)NCC1=C(C=CC3=C1CCO3)F)C=C(N2)C(=O)N)C 8-(4-(1,3-dioxolan-2-yl)-2-methylphenyl)-5-(((5-fluoro-2,3-dihydrobenzofuran-4-yl)methyl)amino)imidazo[1,2-c]pyrimidine-2-carboxamide